1,4-Bis(dimethoxyphenylsilyl)-benzol CO[Si](C1=CC=C(C=C1)[Si](C1=CC=CC=C1)(OC)OC)(C1=CC=CC=C1)OC